FC(C)(F)C1=CC=CC(=N1)C1=CN(C2=CN=C(C=C21)NC(C)=O)C N-(3-(6-(1,1-difluoroethyl)pyridin-2-yl)-1-methyl-1H-pyrrolo[2,3-c]pyridin-5-yl)acetamide